C(C)(C)(C)C=1C=C(C=CC1F)C(O)C=1SC=CC1C (3-(tert-butyl)-4-fluorophenyl)(3-methylthiophen-2-yl)methanol